FC=1C(=NC=2N(C1)N=CC2C(C)=O)N2C(=CC=C2)C=2C(=NC=C(C2)F)OC 6-fluoro-5-(2-(5-fluoro-2-methoxypyridin-3-yl)pyrrol-1-yl)pyrazolo[1,5-a]pyrimidin-3-ylethanone